9-bromo-4-((4,6-dimethylpyridin-2-yl)methyl)-7-((2-methyl-1H-imidazol-1-yl)methyl)-3,4-dihydrobenzo[f][1,4]oxazepin-5(2H)-one BrC1=CC(=CC=2C(N(CCOC21)CC2=NC(=CC(=C2)C)C)=O)CN2C(=NC=C2)C